1,2-bis(4-pyridyl)ethylene N1=CC=C(C=C1)C=CC1=CC=NC=C1